4-(1-(tetrahydro-2H-pyran-2-yl)-1H-indazol-6-yl)tetrahydro-2H-pyran-4-carboxylic acid O1C(CCCC1)N1N=CC2=CC=C(C=C12)C1(CCOCC1)C(=O)O